COC(C1CCN(CC1)C=1C=CC(=NC1)C1(C(CCCC=2C=3C(=NNC3C=CC21)F)CC(F)(F)F)O)OC 6-(5-(4-(dimethoxymethyl)piperidin-1-yl)pyridin-2-yl)-1-fluoro-7-(2,2,2-trifluoroethyl)-3,6,7,8,9,10-hexahydrocyclohepta[e]indazol-6-ol